C(C)(C)[C@H]1C[C@@](CC1)(O)C=C |r| (1RS,3RS)-3-isopropyl-1-vinyl-cyclopentanol